((12R)-1,2-Dimethylcyclopropyl)(1-oxa-6-azaspiro[2.5]octan-6-yl)methanone CC1(C(C1)C)C(=O)N1CCC2(CO2)CC1